ClC1=CC=C(C(=N1)C(=O)NOCC1CC1)O[C@H](C)C=1C=C(C=C2C(C(=C(OC12)C1=CC2=CN(N=C2C=C1)C)C)=O)C 6-Chloro-N-(cyclopropylmethoxy)-3-[(1R)-1-[3,6-dimethyl-2-(2-methylindazol-5-yl)-4-oxo-chromen-8-yl]ethoxy]pyridine-2-carboxamide